6-pentyl-1,4-naphthoquinone C(CCCC)C=1C=C2C(C=CC(C2=CC1)=O)=O